racemic-N-methyl-5-(trifluoromethyl)-3,4-dihydro-2H-thieno[2,3-b]pyran-3-amine hydrochloride Cl.CN[C@@H]1CC2=C(OC1)SC=C2C(F)(F)F |r|